5-{bis[(4-methoxyphenyl)methyl]amino}-3-(methylthio)-1,2,4-triazacyclohexane-6-carboxylic acid ethyl ester C(C)OC(=O)C1C(NC(NN1)SC)N(CC1=CC=C(C=C1)OC)CC1=CC=C(C=C1)OC